Methyl 2-((4-(6-chloro-2-pyridyl)-2-fluoro-phenyl)methyl)-3-(2-methoxyethyl)benzimidazole-5-carboxylate ClC1=CC=CC(=N1)C1=CC(=C(C=C1)CC=1N(C2=C(N1)C=CC(=C2)C(=O)OC)CCOC)F